4-[6-(2-Chloro-6-trifluoromethyl-benzyl)-3-hydroxy-pyridin-2-yl]-4-oxo-butyric acid ethyl ester C(C)OC(CCC(=O)C1=NC(=CC=C1O)CC1=C(C=CC=C1C(F)(F)F)Cl)=O